C(C)S(=O)(=O)C=1C(=NC(=CC1)N1N=C(C=C1)F)C1=NC=2N(C=C1)N=C(C2)C(F)(F)F 5-(3-(ethylsulfonyl)-6-(3-fluoro-1H-pyrazol-1-yl)pyridin-2-yl)-2-(trifluoromethyl)pyrazolo[1,5-a]pyrimidine